C(C)C(CC(=O)NC(C(=O)O)CCN(CCCCC1=NC=2NCCCC2C=C1)CCOC1=CC=C(C=C1)OC)CC 2-(3-ethylpentanoylamino)-4-[2-(4-methoxyphenoxy)ethyl-[4-(5,6,7,8-tetrahydro-1,8-naphthyridin-2-yl)butyl]amino]butanoic acid